N-[9-[5-[[bis(4-methoxyphenyl)-phenyl-methoxy]methyl]-4-hydroxy-tetrahydrofuran-2-yl]purin-6-yl]-N-methyl-benzamide COC1=CC=C(C=C1)C(OCC1C(CC(O1)N1C2=NC=NC(=C2N=C1)N(C(C1=CC=CC=C1)=O)C)O)(C1=CC=CC=C1)C1=CC=C(C=C1)OC